2,2-dimethyl-1,3-dioxane CC1(OCCCO1)C